di-n-hexyl cyclohexane-1,2-dicarboxylate C1(C(CCCC1)C(=O)OCCCCCC)C(=O)OCCCCCC